CN1CC2CCC(C1)N2C2=CC=CC=1N(C=NC12)C(=O)NCCCC1=CC=CC=C1 4-(3-Methyl-3,8-diazabicyclo[3.2.1]octan-8-yl)-N-(3-phenylpropyl)-1H-benzo[d]imidazole-1-carboxamide